phytoyl bromide C(\C=C(/C)\CCC[C@H](C)CCC[C@H](C)CCCC(C)C)(=O)Br